CN(C(C)(C)C1=CC=C(C=N1)C=1N=C2SC[C@@H](CN2C(C1C#N)=O)C)C (R)-8-(6-(2-(dimethylamino)propan-2-yl)pyridin-3-yl)-3-methyl-6-oxo-3,4-dihydro-2H,6H-pyrimido[2,1-b][1,3]thiazine-7-carbonitrile